1-(6-fluoro-1-methylpyrido[4,3-e][1,2,4]triazolo[4,3-a]pyrimidin-5-yl)-6-(4,4,4-trifluoro-3,3-dimethylbut-1-yn-1-yl)-1,2,3,5-tetrahydrobenzo[e][1,4]oxazepine FC1=CN=CC2=C1C(=NC=1N2C(=NN1)C)N1CCOCC2=C1C=CC=C2C#CC(C(F)(F)F)(C)C